OC1=NC2=NC(=NC=C2N1)O hydroxy-purinol